2-(2-fluoro-6-(trifluoromethyl)benzamido)-3-(4-(3-(5,6,7,8-tetrahydro-1,8-naphthyridin-2-yl)propoxy)phenyl)propanoic acid FC1=C(C(=O)NC(C(=O)O)CC2=CC=C(C=C2)OCCCC2=NC=3NCCCC3C=C2)C(=CC=C1)C(F)(F)F